(S)-2-chlorophenyl 3-((thiophen-2-ylmethyl)carbamoyl)piperazine-1-carboxylate hydrochloride Cl.S1C(=CC=C1)CNC(=O)[C@@H]1CN(CCN1)C(=O)OC1=C(C=CC=C1)Cl